C1(CC1)C(CN1[C@@H](CCN2C1=NC(=CC2=O)N2[C@@H](COCC2)C)C(F)(F)F)F (S)-9-(2-Cyclopropyl-2-fluoroethyl)-2-((R)-3-methylmorpholin-4-yl)-8-trifluoromethyl-6,7,8,9-tetrahydro-pyrimido[1,2-a]-pyrimidin-4-one